methyl-ammonium trilaurate C(CCCCCCCCCCC)(=O)[O-].C(CCCCCCCCCCC)(=O)[O-].C(CCCCCCCCCCC)(=O)[O-].C[NH3+].C[NH3+].C[NH3+]